2-(2-(4-bromo-3-(trifluoromethyl)-1H-pyrazol-1-yl)ethyl)pyridine BrC=1C(=NN(C1)CCC1=NC=CC=C1)C(F)(F)F